(E)-3-(isoquinolin-6-yl)-1-(3-methoxyphenyl)prop-2-en-1-one C1=NC=CC2=CC(=CC=C12)/C=C/C(=O)C1=CC(=CC=C1)OC